C(C1=CC=CC=C1)NC([C@@H](C)N(C)C=1SC2=C(N=CN=C2C2CC2)N1)=O (R)-N-Benzyl-2-[N'-(7-cyclopropyl[1,3]thiazolo[4,5-d]pyrimidin-2-yl)-N'-methylamino]propionamid